6-(2-bromoethyl)benzo[d][1,3]dioxan-5-carbaldehyde BrCCC1=C(C2=C(OCOC2)C=C1)C=O